1-(5-((4,5-difluoro-3',6'-dihydro-[3,4'-bipyridyl]-1'(2'H)-yl)methyl)-1-oxoisoindolin-2-yl)dihydropyrimidine-2,4(1H,3H)-dione FC1=C(C=NC=C1F)C=1CCN(CC1)CC=1C=C2CN(C(C2=CC1)=O)N1C(NC(CC1)=O)=O